C(CC\C=C/CCCCC)C(C(CCCC=CCCCCC)OC(CCCCN(C)C)=O)CCCC=CCCCCC 12-((Z)-dec-4-enyl)docosa-6,16-dien-11-yl-5-(dimethylamino)pentanoat